4-amino-6-(3,5-dimethylisoxazol-4-yl)-1-(4-hydroxybenzyl)-1H-benzo[d]imidazol-2(3H)-one NC1=CC(=CC=2N(C(NC21)=O)CC2=CC=C(C=C2)O)C=2C(=NOC2C)C